ClC1=C(N)C=C(C(=C1)OCC1=NC(=CC=C1)Cl)F 2-chloro-4-((6-chloropyridin-2-yl)methoxy)-5-fluoroaniline